{3-methyl-2-oxo-5-[1-(pyrrolidin-3-ylmethyl)piperidin-4-yl]-1,3-benzodiazol-1-yl}piperidine-2,6-dione CN1C(N(C2=C1C=C(C=C2)C2CCN(CC2)CC2CNCC2)N2C(CCCC2=O)=O)=O